2,5-bis(t-amylperoxy)-2,5-dimethylhexane C(C)(C)(CC)OOC(C)(CCC(C)(C)OOC(C)(C)CC)C